[O-2].[Zr+4].[In+3] indium-zirconium oxide